COC(=O)C1=CC=C2C(=N1)N(C(=N2)CN2CCC(CC2)C=2C=CC=C1C=C[C@](OC21)([2H])C2=C(C=C(C=C2)Cl)F)C[C@H]2OCC2 2-((4-((R)-2-(4-chloro-2-fluorophenyl)-2H-chromen-8-yl-2-d)piperidin-1-yl)methyl)-3-(((S)-oxetan-2-yl)methyl)-3H-imidazo[4,5-b]pyridine-5-carboxylic acid methyl ester